COC(C1=CN=C(C=C1N1C[C@H](CC1)NC(=O)OC(C)(C)C)Cl)=O (S)-4-(3-((tert-Butoxycarbonyl)amino)pyrrolidin-1-yl)-6-chloronicotinic acid methyl ester